C[Ti](OCC)(OCC)OCC methyltriethoxytitanium (iv)